2-(Naphthalen-2-ylamino)-4-(2-oxo-2,3-dihydro-benzooxazol-5-ylamino)-pyrimidine-5-carboxylic acid methyl ester trifluoroacetate salt FC(C(=O)O)(F)F.COC(=O)C=1C(=NC(=NC1)NC1=CC2=CC=CC=C2C=C1)NC=1C=CC2=C(NC(O2)=O)C1